7-fluoro-3-(methoxymethoxy)-8-((triisopropylsilyl)ethynyl)naphthalen-1-yl-6-d trifluoromethanesulfonate FC(S(=O)(=O)OC1=CC(=CC2=CC(=C(C(=C12)C#C[Si](C(C)C)(C(C)C)C(C)C)F)[2H])OCOC)(F)F